CN1N=C(C(=C1)C=1C=C(C(=C(C1)O)[C@H]1[C@@H](C[C@@H](C(=C1)C)O)C(=C)C)O)C (1'R,2'R,4'S)-4-(1,3-dimethyl-1H-pyrazol-4-yl)-5'-methyl-2'-(prop-1-en-2-yl)-1',2',3',4'-tetrahydro-[1,1'-biphenyl]-2,4',6-triol